6-(4-aminopiperid-1-yl)-2-(4-cyano-3-fluorophenyl)-3-(1-methyl-1H-indazol-5-yl)isonicotinamide NC1CCN(CC1)C=1N=C(C(=C(C(=O)N)C1)C=1C=C2C=NN(C2=CC1)C)C1=CC(=C(C=C1)C#N)F